COC1=CC=C(C(C2=CC=C(C=C2)OC)(C2=CC=CC=C2)OC[C@@H]2[C@H]([C@H]([C@@H](O2)N2C=NC=3C(NC(C4=CC=CC=C4)=O)=NC=NC23)F)O)C=C1 5'-O-(4,4'-dimethoxytrityl)-N6-benzoyl-2'-fluoro-deoxyadenosine